(Z)-2-cyano-3-hydroxy-3-(5-methylisoxazol-4-yl)-N-(4-(trifluoromethoxy)phenyl)acrylamide C(#N)/C(/C(=O)NC1=CC=C(C=C1)OC(F)(F)F)=C(\C=1C=NOC1C)/O